N1=CC=CC(=C1)C1N(C)CCC1.C(C=1C(O)=CC=CC1)(=O)O salicylic acid nicotine salt